C(C)OC(=O)C=1C(=NC=NC1C=1OC=CC1)Cl 4-chloro-6-(furan-2-yl)pyrimidine-5-carboxylic acid ethyl ester